(9,9-diphenylfluoren-2-yl)boronic acid C1(=CC=CC=C1)C1(C2=CC=CC=C2C=2C=CC(=CC12)B(O)O)C1=CC=CC=C1